N=1C=NN2C1C=C(C=C2)CC2=C(C=C(C=C2)NC2=NC=NC1=CC=C(C=C21)N2C[C@H](N(CC2)C(C=C)=O)C)C (R)-1-(4-(4-((4-([1,2,4]triazolo[1,5-a]pyridin-7-ylmethyl)-3-methylphenyl)amino)quinazolin-6-yl)-2-methylpiperazin-1-yl)prop-2-en-1-one